2-methyl-3,4-dihydro-1H-pyrrolo[1,2-a]pyrazin-7-amine CN1CC=2N(CC1)C=C(C2)N